(2,2-difluorocyclopropyl)boronic acid FC1(C(C1)B(O)O)F